FC(C)(C)C=1OC(=C(N1)C)C(=O)N1[C@H](C2=C(CC1)NC=N2)C2=NN1C(C=CC=C1C(F)(F)F)=C2 (R)-(2-(2-fluoropropan-2-yl)-4-methyloxazol-5-yl)(4-(7-(trifluoromethyl)pyrazolo[1,5-a]pyridin-2-yl)-6,7-dihydro-1H-imidazo[4,5-c]pyridin-5(4H)-yl)methanone